NC=1C=2N(C=CN1)C(=NC2C)C(C)C=2C(=C(C(=C(C2)Cl)F)C(=O)N2CCC(CC2)O)OC(C)C (3-(1-(8-amino-1-methylimidazo[1,5-a]pyrazin-3-yl)ethyl)-5-chloro-6-fluoro-2-isopropoxyphenyl)(4-hydroxypiperidin-1-yl)methanone